1-trimethoxysilyl-2-(dimethylamino)(methyldiethoxysilylpropylamino)methylsilylethylene CO[Si](C(=CN(C)C)[SiH2]CNCCC[Si](OCC)(OCC)C)(OC)OC